N1=C(C=CC=C1)C#CC1=C2C(=CN=C1)SC(=C2)C(=O)NC2=CC=CC=C2 4-(pyridine-2-ylethynyl)-N-phenylthieno[2,3-c]pyridine-2-carboxamide